CC=1SC=C(N1)[C@H]1N(OCC1)C(=O)[C@@H]1CC[C@H](CC1)CN1N=CC2=CC(=CC=C12)C#N trans-1-[[4-[(3S)-3-(2-methylthiazol-4-yl)isoxazolidine-2-carbonyl]cyclohexyl]methyl]indazole-5-carbonitrile